(E)-3-(4-Hydroxyphenyl)-1-(4-nitrophenyl)prop-2-en-1-one OC1=CC=C(C=C1)/C=C/C(=O)C1=CC=C(C=C1)[N+](=O)[O-]